ClC=1C=C(C=CC1Cl)SCC=1N=C2N(C=C(C=C2)C2=NOC(=N2)C(F)(F)F)C1 3-(2-(((3,4-dichlorophenyl)thio)methyl)imidazo[1,2-a]pyridin-6-yl)-5-(trifluoromethyl)-1,2,4-oxadiazole